ClC=1C=C(C=CC1C1=CCC2(OCCO2)CC1)/C=C(/C(=O)OCC)\C (E)-ethyl 3-(3-chloro-4-(1,4-dioxaspiro[4.5]dec-7-en-8-yl)phenyl)-2-methylacrylate